((2S,6R)-6-(5-methyl-2,4-dioxo-3,4-dihydropyrimidin-1(2H)-yl)-4-tritylmorpholin-2-yl)methyl (R)-dimethylphosphoramidochloridate CN([P@](OC[C@@H]1CN(C[C@@H](O1)N1C(NC(C(=C1)C)=O)=O)C(C1=CC=CC=C1)(C1=CC=CC=C1)C1=CC=CC=C1)(=O)Cl)C